(R*)-3-[[5-[3-(Difluoromethyl)-4-fluoro-phenyl]-3-pyridyl]methyl]-5-isopropyl-oxazolidin-2-one FC(C=1C=C(C=CC1F)C=1C=C(C=NC1)CN1C(O[C@@H](C1)C(C)C)=O)F |o1:19|